(3-amino-5-{[2-fluoro-4-(trifluoromethoxy)phenyl]sulfonyl}pyridin-2-yl)(3-hydroxyazetidin-1-yl)methanone NC=1C(=NC=C(C1)S(=O)(=O)C1=C(C=C(C=C1)OC(F)(F)F)F)C(=O)N1CC(C1)O